FC(C(F)(F)F)(C=1C=2C=CC=3N(C2N=C(C1)C1CNCC1)C=C(N3)C=3OC=NN3)F 2-(4-(perfluoroethyl)-2-(pyrrolidin-3-yl)imidazo[1,2-a][1,8]naphthyridin-8-yl)-1,3,4-oxadiazole